C1(CC1)NC1=NC(N(C2=CC(=CC=C12)C(C)(F)F)C1=CC=CC=2N1C=CN2)=O 4-(cyclopropylamino)-7-(1,1-difluoroethyl)-1-(imidazo[1,2-a]pyridin-5-yl)-quinazolin-2(1H)-one